(R)-6-(4-fluoro-2-methyl-phenyl)-1-(2-hydroxybutyl)-3H-imidazo[4,5-b]pyridin-2-one FC1=CC(=C(C=C1)C=1C=C2C(=NC1)NC(N2C[C@@H](CC)O)=O)C